N(=O)SC12CC3CC(CC(C1)C3)C2 S-nitroso-1-adamantanethiol